3-[5-methyl-1-[4-(trifluoromethoxy)phenyl]pyrazol-3-yl]-3,9-diazaspiro[5.5]undecane CC1=CC(=NN1C1=CC=C(C=C1)OC(F)(F)F)N1CCC2(CC1)CCNCC2